C(C)C=1CC2=C(C3=CC=C(C=C3C(=C2CC1)OC)C)OC(C=C)=O 2-ethyl-6-methyl-9-acryloyloxy-10-methoxy-1,4-dihydroanthracene